2-(5-(2-(methylamino)propan-2-yl)-1,3,4-oxadiazol-2-yl)-N-(4-(trifluoromethyl)phenyl)aniline CNC(C)(C)C1=NN=C(O1)C1=C(NC2=CC=C(C=C2)C(F)(F)F)C=CC=C1